(3-(aminomethyl)-5-fluorophenyl)-1-methyl-1H-pyrazol-4-amine NCC=1C=C(C=C(C1)F)C1=NN(C=C1N)C